[Ti].C(C)CC(CC(=O)OOC(C)C)=O.C(C)CC(CC(=O)OOC(C)C)=O diisopropyloxy bis(ethyl acetoacetate) titanium